2-((5-chloro-2-cyclobutoxy-phenyl)amino)-2-oxoacetic acid ClC=1C=CC(=C(C1)NC(C(=O)O)=O)OC1CCC1